COCCOCC1=CC=C(C=C)C=C1 4-(2-methoxyethoxy)methyl-styrene